C1(=CC=CC=C1)NC(C(CC)N1N=CC(=C1)C=1C2=C(N=CN1)NC=C2)=O N-phenyl-2-[4-(7H-pyrrolo[2,3-d]-pyrimidin-4-yl)-1H-pyrazol-1-yl]-butanamide